O=C1O[C@H](CN1C1=CC=CC=C1)C(=O)O (R)-2-oxo-3-phenyloxazolidine-5-carboxylic acid